S1C(=NN=C1)C=1C=C(C=NC1)C=1C=C(C=CC1)N(C(O)=O)CCCCCCCC.OCCCCOC1=CC=C(C(=O)C2=CC=C(C=CC(=O)O)C=C2)C=C1.C1(=CC=CC=C1)C1=CC=CC=C1 biphenyl 4-[4-(4-hydroxy-butyloxy)benzoyl]cinnamate 3-(5-(1,3,4-thiadiazol-2-yl)pyridin-3-yl)phenyl-octylcarbamate